FC1=C(C=C(C=C1)NCC1=CC=C(C=C1)C=1C=NN(C1)C(C)C)NC(CCC=1OC=CC1)=O N-(2-fluoro-5-((4-(i-propyl-1H-pyrazole-4-yl)benzyl)amino)phenyl)-3-(furan-2-yl)propanamide